[Cl-].[Zn+2].S1C(=CC=C1)C(C(=O)O)C(=O)O.[Cl-] thiophenemalonic acid zinc chloride